CC(C)(CCN1C[C@@H]2[C@H](C1)CC(C2)NC=2N=NC(=CC2)C2=C(C(=CC(=C2)F)F)F)O 2-methyl-4-((3aR,5s,6aS)-5-((6-(2,3,5-trifluorophenyl)pyridazin-3-yl)amino)hexahydrocyclopenta[c]pyrrol-2(1H)-yl)butan-2-ol